2-(6-(2-(4-chloro-3-(trifluoromethyl)benzyl)-2H-tetrazol-5-yl)pyridin-2-yl)-2-hydroxypropane-1-sulfonamide ClC1=C(C=C(CN2N=C(N=N2)C2=CC=CC(=N2)C(CS(=O)(=O)N)(C)O)C=C1)C(F)(F)F